Cl.N1=C(C=CC=C1)C(=O)N pyridine-2-carboxamide HCl salt